ethylenedioleamide C(CCCCCCCCC\C=C/CCCCCCCC(=O)N)CCCCCCCC\C=C/CCCCCCCC(=O)N